2-((6-chloro-2,3-dihydrobenzofuran-5-yl)amino)-7-(methyl-d3)-9-(tetrahydro-2H-pyran-4-yl)-7,9-dihydro-8H-purin-8-one ClC1=CC2=C(CCO2)C=C1NC1=NC=C2N(C(N(C2=N1)C1CCOCC1)=O)C([2H])([2H])[2H]